C1(CC1)NC(=O)C=1C=NN2C1N=C(C=C2)N2[C@H](CCC2)C2=CC(=CC=C2)F (R)-N-cyclopropyl-5-(2-(3-fluorophenyl)pyrrolidin-1-yl)pyrazolo[1,5-a]pyrimidine-3-carboxamide